C[Si](=[Hf](C1C2=CC(=CC=C2C=2C=CC(=CC12)C)C)C1C=CC=C1)C dimethylsilylene(cyclopentadienyl)(2,7-dimethylfluoren-9-yl)hafnium